NC1=C2C(=NC=N1)N(N=C2C=2C(=C1CCN(C1=CC2)C(CC2=CC(=C(C=C2)C)C(F)(F)F)=O)F)C(C)C 1-(5-(4-amino-1-iso-propyl-1H-pyrazolo[3,4-d]pyrimidin-3-yl)-4-fluoroindolin-1-yl)-2-(4-methyl-3-(trifluorometh-yl)phenyl)ethan-1-one